5-((2-amino-3-fluoropyridin-4-yl)methyl)-N-(but-3-yn-1-yloxy)-3,4-difluoro-2-((2-Fluoro-4-iodophenyl)amino)benzamide NC1=NC=CC(=C1F)CC=1C(=C(C(=C(C(=O)NOCCC#C)C1)NC1=C(C=C(C=C1)I)F)F)F